ClC1=CC=C(C(=N1)C=O)N1CCC(CC1)COCCCCC(OC)OC 6-chloro-3-(4-{[(5,5-dimethoxypentyl)oxy]methyl}piperidin-1-yl)pyridine-2-carbaldehyde